OC1=NC(NC=C1)=O 4-hydroxypyrimidin-2(1H)-one